NCCN1CC2=CC=3CN(CC3C=C2C1)CCN 2,6-bis-(2-aminoethyl)-1,3,5,7-tetrahydropyrrolo[3,4-f]isoindole